CC=1N=C(C=2N(C1)C=C(N2)NC(OC(C)(C)C)=O)CN(S(=O)(=O)C)C tert-butyl N-[6-methyl-8-[[methyl(methylsulfonyl)amino]methyl]imidazo[1,2-a]pyrazin-2-yl]carbamate